ClC=1C=CC(=C(C1)C1=CC(=C(N=N1)C)NC1=CC(=NC=C1)NC(CCN1C(CN(CC1)C)CO)=O)F N-(4-{[6-(5-chloro-2-fluorophenyl)-3-methylpyridazin-4-yl]amino}pyridin-2-yl)-3-[2-(hydroxymethyl)-4-methylpiperazin-1-yl]propanamide